4-Bromo-3-chlorophenol BrC1=C(C=C(C=C1)O)Cl